CC1(C(C(=CC2(CCN(C2)C2=NC=CN=C2)C1)C#N)=O)C 9,9-dimethyl-8-oxo-2-(pyrazin-2-yl)-2-azaspiro[4.5]dec-6-ene-7-carbonitrile